[N+](=[N-])=CC(CC[C@H](NC(CC[C@H](NC(OCC1C2=CC=CC=C2C=2C=CC=CC12)=O)C(=O)OC(C)C)=O)C(N[C@H](C(=O)OC(C)C)CCC(C=[N+]=[N-])=O)=O)=O Isopropyl (5S,10S,13S)-10,13-bis(4-diazo-3-oxobutyl)-1-(9H-fluoren-9-yl)-5-(isopropoxycarbonyl)-3,8,11-trioxo-2-oxa-4,9,12-triazatetradecan-14-oate